3-(3-fluorobenzyl)-2,9-dimethyl-4H,6H-thieno[2,3-e][1,2,4]triazolo[3,4-c][1,4]oxazepine FC=1C=C(CC2=C(SC=3N4C(COCC32)=NN=C4C)C)C=CC1